behenyl-dimethyl-ammonium bromide [Br-].C(CCCCCCCCCCCCCCCCCCCCC)[NH+](C)C